(E)-6-(2-(1H-pyrazol-4-yl)vinyl)-N-methyl-N-(piperidin-4-yl)-quinazolin-2-amine N1N=CC(=C1)/C=C/C=1C=C2C=NC(=NC2=CC1)N(C1CCNCC1)C